2-methyl-4-(phenyl)indene CC=1CC2=CC=CC(=C2C1)C1=CC=CC=C1